C(C)(=O)OC=1C(=NC=CC1OC)C(N[C@H](C(=O)N[C@H](C(C1=CC=C(C=C1)OC(F)(F)F)(C1=CC=C(C=C1)OC(F)(F)F)O)C)C)=O 2-(((S)-1-(((S)-1-hydroxy-1,1-bis(4-(trifluoromethoxy)phenyl)propan-2-yl)amino)-1-oxopropan-2-yl)carbamoyl)-4-methoxypyridin-3-yl acetate